ClC=1C(=NC=CC1C1=C(C(=CC=C1)C1=NC(=C(C=C1)CN1CC2(C1)CNC(C2)=O)OC)Cl)C2=NC(=C(C=C2)CN2CC1(C2)CNC(C1)=O)OC 2-((3'-Chloro-4'-(2-chloro-3-(6-methoxy-5-((7-oxo-2,6-diazaspiro[3.4]octan-2-yl)methyl)pyridin-2-yl)phenyl)-6-methoxy-[2,2'-bipyridin]-5-yl)methyl)-2,6-diazaspiro[3.4]octan-7-one